ethyl-(2-hydroxyphenyl-4-methoxyphenyl)glycylglycine C(C)N(CC(=O)NCC(=O)O)C1=C(C=C(C=C1)OC)C1=C(C=CC=C1)O